C[C@H](CCC[C@@H](C)C(=O)[O-])[C@H]1CC[C@@H]2[C@@]1(CC[C@H]3C2=CC[C@@H]4[C@@]3(CCC(=O)C4)C)C The molecule is a steroid acid anion that is the conjugate base of (25R)-Delta(7)-dafachronic acid, obtained by deprotonation of the carboxy group; major species at pH 7.3. It is a conjugate base of a (25R)-Delta(7)-dafachronic acid.